3,5-dibromo-1,2,4-triazole BrC1=NNC(=N1)Br